ClC1=CC=C(C=C1)[C@H]([C@@H](C(=O)OCC=C)C)N1[C@@](C2=C(C=C(C=C2C1=O)C(=O)C1CCOCC1)F)(OC)C1=CC=C(C=C1)Cl Prop-2-en-1-yl (2S,3S)-3-(4-chlorophenyl)-3-[(1R)-1-(4-chlorophenyl)-7-fluoro-1-methoxy-5-(oxane-4-carbonyl)-3-oxo-2,3-dihydro-1H-isoindol-2-yl]-2-methylpropanoate